2-[1-(diphenylmethyl)azetidin-3-yl]-N-ethylacetamide C1(=CC=CC=C1)C(N1CC(C1)CC(=O)NCC)C1=CC=CC=C1